2,2,4-trimethyl-4-[3-(1,1,3,3-tetramethylbutoxy)butoxy]pentane CC(C)(CC(C)(OCCC(C)OC(CC(C)(C)C)(C)C)C)C